C(C)(C)(C)OC(=O)N1CCN(CC1)C1=NC=C(C=C1)C=1C=2N(C=C(C1)C=1C=NN(C1)C)N=CC2C=C 4-(5-(6-(1-methyl-1H-pyrazol-4-yl)-3-vinylpyrazolo[1,5-a]pyridin-4-yl)pyridin-2-yl)piperazine-1-carboxylic acid tert-butyl ester